O=C1N(C=C(N=C1)C(=O)O)CC(F)(F)F 5-oxo-4-(2,2,2-trifluoroethyl)pyrazine-2-carboxylic acid